ClCCCCC1=CNC2=CC=C(C=C12)C#N 3-(4-chlorobutyl)-5-cyanoindole